C(C(=C)C)(=O)OCCN(C)C 2-(N,N-dimethylamino)ethyl methacrylate